The molecule is a fructan compound consisting of repeating (2->6)-beta-linked fructofuranose units. It has a role as an antineoplastic agent and a bacterial metabolite. C([C@@H]1[C@H]([C@@H]([C@](O1)(CO)OC[C@@H]2[C@H]([C@@H]([C@](O2)(CO)OC[C@@H]3[C@H]([C@@H]([C@](O3)(CO)O)O)O)O)O)O)O)O